methyl 5,6-dichloro-1-oxo-2,3-dihydro-1H-indene-2-carboxylate ClC=1C=C2CC(C(C2=CC1Cl)=O)C(=O)OC